N-(3-(N-(tert-butyl)sulfamoyl)phenyl)-6-((1-(hydroxymethyl)cyclobutyl)amino)-2-(6-azaspiro[2.5]octan-6-yl)nicotinamide C(C)(C)(C)NS(=O)(=O)C=1C=C(C=CC1)NC(C1=C(N=C(C=C1)NC1(CCC1)CO)N1CCC2(CC2)CC1)=O